COC[C@H]1CN(CC1)C1=CC=CC(=N1)C=1N=C(SC1)N (R)-4-(6-(3-(methoxymethyl)pyrrolidin-1-yl)pyridin-2-yl)thiazol-2-amine